ClC=1C(=C(C=CC1)[C@@H]1N(OCC1)C1=CC(=NC=N1)NC=1C(=CC(=C(C1)NC(C=C)=O)N1CCC(CC1)N1C[C@@H](CC1)N(C)C)OC)F N-(5-((6-((R)-3-(3-chloro-2-fluorophenyl)isoxazolidine-2-yl)pyrimidine-4-yl)amino)-2-(4-((R)-3-(dimethylamino)pyrrolidine-1-yl)piperidine-1-yl)-4-methoxyphenyl)acrylamide